3,6-di-tert-butyl-9-(5-dodecyl-2-((tetrahydro-2H-pyran-2-yl)oxy)phenyl)-9H-carbazole C(C)(C)(C)C=1C=CC=2N(C3=CC=C(C=C3C2C1)C(C)(C)C)C1=C(C=CC(=C1)CCCCCCCCCCCC)OC1OCCCC1